ethynylnaphthalene lithium [Li].C(#C)C1=CC=CC2=CC=CC=C12